(2S,3R,4S,5R)-4-[[3-[4-methoxy-6-(trifluoromethyl)-3-pyridinyl]-4,5-dimethyl-5-(trifluoromethyl)tetrahydrofuran-2-carbonyl]amino]pyridine-2-carboxamide COC1=C(C=NC(=C1)C(F)(F)F)[C@@H]1[C@H](O[C@]([C@H]1C)(C(F)(F)F)C)C(=O)NC1=CC(=NC=C1)C(=O)N